4-(1-(4,4-Difluorocyclohexyl)-4-hydroxy-2-(tetrahydro-2H-pyran-4-yl)-1H-indol-3-yl)benzoic acid FC1(CCC(CC1)N1C(=C(C2=C(C=CC=C12)O)C1=CC=C(C(=O)O)C=C1)C1CCOCC1)F